BrC1=C(C=C2C(NC(N(C2=C1)CC1=CC=C(C=C1)OC)=O)(C(C)(F)F)C#CC1CC1)F 7-bromo-4-(2-cyclopropylethynyl)-4-(1,1-difluoroethyl)-6-fluoro-1-[(4-methoxyphenyl)methyl]-3H-quinazolin-2-one